C1N(CCC2=CC=CC=C12)C[C@H](CN1CCOC2=C(C1=O)C=CC(=C2)OC2CN(C2)C2COC2)O 4-[(2R)-3-(3,4-dihydro-1H-isoquinolin-2-yl)-2-hydroxy-propyl]-8-[1-(oxetan-3-yl)azetidine-3-yl]oxy-2,3-dihydro-1,4-benzoxazepine-5-one